BrCC1=C(C=CC(=C1)C#N)NC(OC(C)(C)C)=O tert-butyl N-[2-(bromomethyl)-4-cyano-phenyl]carbamate